(4-octylcarbonyloxyphenyl)dimethylsulfonium triflate [O-]S(=O)(=O)C(F)(F)F.C(CCCCCCC)C(=O)OC1=CC=C(C=C1)[S+](C)C